2,4-Dihydroxyphenyl-1,3,5-triazine OC1=C(C=CC(=C1)O)C1=NC=NC=N1